1-Benzyl-3-iminoindolin-2-one C(C1=CC=CC=C1)N1C(C(C2=CC=CC=C12)=N)=O